2,5-di(t-amylperoxy)hexyne C(C)(C)(CC)OOC(C)C#CC(C)OOC(C)(C)CC